C(CCC)C1=C(C=CC=C1)C1=CC=C(C=C1)C#CC1=CC(=C(C(=C1)F)C#C)F butyl-4'-[2-(4-ethynyl-3,5-difluorophenyl)ethynyl]1,1'-biphenyl